S(=O)(=O)(C1=CC=C(C)C=C1)OC[C@H]1CN(CCO1)C(=O)OC(C)(C)C tert-butyl (R)-2-((tosyloxy)methyl)morpholine-4-carboxylate